N1CC(C1)(O)[2H] Azetidine-3-d-3-ol